(7-chloro-2-(2'-chloro-2-methyl-3'-(pyrido[3,4-b]pyrazin-8-ylamino)biphenyl-3-yl)benzo[d]oxazol-5-yl)methanol ClC1=CC(=CC=2N=C(OC21)C=2C(=C(C=CC2)C2=C(C(=CC=C2)NC2=CN=CC1=NC=CN=C12)Cl)C)CO